FC1=C(C=C(C=C1)C(NCCN1[C@H](CCC1)C(C)C)=O)NC(=O)C=1C=C2C(=NC1)NC(=C2)C=2C=NN(C2)C (R)-N-(2-fluoro-5-((2-(2-isopropylpyrrolidin-1-yl)ethyl)carbamoyl)phenyl)-2-(1-methyl-1H-pyrazol-4-yl)-1H-pyrrolo[2,3-b]pyridine-5-carboxamide